2-[4-(4,4,5,5-tetramethyl-1,3,2-dioxaborolan-2-yl)butyl]piperidine-1,2-dicarboxylate CC1(OB(OC1(C)C)CCCCC1(N(CCCC1)C(=O)[O-])C(=O)[O-])C